3-(4-(4-((2-hydroxyethyl)(methyl)carbamoyl)piperidine-1-carboxamido)phenylpropanamido)-1H-indole-2-carboxylic acid OCCN(C(=O)C1CCN(CC1)C(=O)NC1=CC=C(C=C1)CCC(=O)NC1=C(NC2=CC=CC=C12)C(=O)O)C